C1=CC=CC=2SC3=CC=CC=C3N(C12)CCCS(=O)(=O)[O-] phenothiazine-10-yl-propyl-sulfonate